{3-[(Cyclobutyloxy)methyl][1,4'-bipiperidin]-1'-yl}-N-[(3,5-difluoropyridin-2-yl)methyl]-1,3-thiazole-5-carboxamide C1(CCC1)OCC1CN(CCC1)C1CCN(CC1)C=1SC(=CN1)C(=O)NCC1=NC=C(C=C1F)F